3-(Dimethylamino)-N-((7-(trifluoromethyl)-10H-phenoxazin-3-yl)methyl)acrylamide CN(C=CC(=O)NCC=1C=CC=2NC3=CC=C(C=C3OC2C1)C(F)(F)F)C